(S or R)-N-((3-(2-(5-fluoro-thiophen-2-yl)ethyl)-1-(2-(6-methyl-pyridin-3-yl)propan-2-yl)pyrrolidin-3-yl)methyl)propane-2-sulfonamide FC1=CC=C(S1)CC[C@]1(CN(CC1)C(C)(C)C=1C=NC(=CC1)C)CNS(=O)(=O)C(C)C |o1:8|